[C@H]12CN(C[C@H](CC1)N2)C=2C1=C(N=C(N2)OC[C@]23CCCN3C[C@@H](C2)F)C(=C(N=C1)C1=CC(=CC2=C1N(C=N2)CC)O)F 7-(4-((1R,5S)-3,8-diazabicyclo[3.2.1]octan-3-yl)-8-fluoro-2-(((2R,7aS)-2-fluorotetrahydro-1H-pyrrolizin-7a(5H)-yl)methoxy)pyrido[4,3-d]pyrimidin-7-yl)-1-ethyl-1H-benzo[d]imidazol-5-ol